tert-butyl 3-cyano-3-(2,3-dimethylbutanoyl)piperidine-1-carboxylate C(#N)C1(CN(CCC1)C(=O)OC(C)(C)C)C(C(C(C)C)C)=O